(E)-2-(1-((4-methoxyphenyl)imino)ethyl)-1-methyl-1H-indol-3-ol COC1=CC=C(C=C1)\N=C(/C)\C=1N(C2=CC=CC=C2C1O)C